isopropyl (S)-2-((1-(3,6-dimethyl-2-morpholino-4-oxo-3,4-dihydroquinazolin-8-yl)ethyl)amino)benzoate CN1C(=NC2=C(C=C(C=C2C1=O)C)[C@H](C)NC1=C(C(=O)OC(C)C)C=CC=C1)N1CCOCC1